tert-Butyl 3-(7-(thiazol-2-yl)-5-(2,2,2-trifluoro-1-(2-oxopropoxy)ethyl)benzo[d]oxazol-2-yl)-3,8-diazabicyclo[3.2.1]octane-8-carboxylate S1C(=NC=C1)C1=CC(=CC=2N=C(OC21)N2CC1CCC(C2)N1C(=O)OC(C)(C)C)C(C(F)(F)F)OCC(C)=O